Bromo(cyclopentyl)zinc Br[Zn]C1CCCC1